COC(=O)N1C[C@@H](OCC1)CC1=C(N=C2N1C=CC(=C2)C)C2=C(C=C(C=C2F)C=2N(C=CC2)C(=O)OC(C)(C)C)F (S)-2-((2-(4-(1-tert-Butoxycarbonylpyrrol-2-yl)-2,6-difluorophenyl)-7-methylimidazo[1,2-a]pyridin-3-yl)-methyl)morpholine-4-carboxylic acid methyl ester